NC=1C(=C2C(=NC1C(=O)OC)N(C=C2C#N)C)Br methyl 5-amino-4-bromo-3-cyano-1-methyl-1H-pyrrolo[2,3-b]pyridine-6-carboxylate